NC1=C(C(=NC(=N1)S)O)/N=C/C1=CN=CC2=CC=CC=C12 6-amino-5-{[(E)-isoquinolin-4-ylmethylidene]amino}-2-mercaptopyrimidin-4-ol